C(C1=CC=CC=C1)N1C[C@](NCC1)(C)C(F)F (R)-1-benzyl-3-(difluoromethyl)-3-methylpiperazine